12-(2-bromo-2-methylpropionamido)dodecanoic acid BrC(C(=O)NCCCCCCCCCCCC(=O)O)(C)C